CC1(NC(CC(C1)NC1=NC(=NC(=N1)NC1CC(NC(C1)(C)C)(C)C)NC1CC(NC(C1)(C)C)(C)C)(C)C)C N2,N4,N6-tris(2,2,6,6-tetramethyl-piperidin-4-yl)-1,3,5-triazine-2,4,6-triamine